CS(=O)(=O)C1=CC(=C(C=C1)NCC#CC=1N(C=2C=CC=C(C2C1)NC1CCC(CC1)N1CC(CCC1)OC)CC(F)(F)F)OC 2-{3-[(4-methanesulfonyl-2-methoxyphenyl)amino]prop-1-yn-1-yl}-N-[(1R,4R)-4-(3-methoxypiperidin-1-yl)cyclohexyl]-1-(2,2,2-trifluoroethyl)-1H-indol-4-amine